nitryl-coumarin [N+](=O)([O-])C=1C(OC2=CC=CC=C2C1)=O